C1(CC1)C=1N(C(=C(N1)C=1C=C2CN(C(C2=CC1)=O)C1C(NC(CC1)=O)=O)C1=CC=NC=C1)C 3-(5-(2-Cyclopropyl-1-methyl-5-(pyridin-4-yl)-1H-imidazol-4-yl)-1-oxoisoindolin-2-yl)piperidine-2,6-dione